6-(2-bromoethoxy)-1-[(cis)-3-hydroxy-3-methylcyclobutyl]-1H,2H,4H-pyrido[2,3-d][1,3]oxazin-2-one BrCCOC1=CC2=C(N(C(OC2)=O)C2CC(C2)(C)O)N=C1